C(C)(=O)N1CCC(CC1)C(=O)N1C[C@H]([C@@H](CC1)N(C(=O)N(C)C1=CC(=CC(=C1)C(F)(F)F)C(F)(F)F)C)C1=CC=C(C=C1)Cl |o1:13,14| 1-[(3R*,4R*)-1-[(1-acetylpiperidin-4-yl)carbonyl]-3-(4-chlorophenyl)piperidin-4-yl]-3-[3,5-bis(trifluoromethyl)phenyl]-1,3-dimethylurea